FC(OC1CCC(CC1)C(=O)O)(F)F 4-(trifluoromethoxy)cyclohexanecarboxylic acid